pyrrolidinyl-phosphonium hexafluorophosphate F[P-](F)(F)(F)(F)F.N1(CCCC1)[PH3+]